1-(3-(methoxycarbonyl)benzyl)-1H-pyrazole-4-carboxylic acid COC(=O)C=1C=C(CN2N=CC(=C2)C(=O)O)C=CC1